C(C)(C)(C)OOC1(CCCCC1)OOC(C)(C)C 1,1-Di(tert-butylperoxy)cyclohexane